C1(=CC=CC=C1)CCCOC=1C=C(C=O)C=CC1OCCCC1=CC=CC=C1 3,4-bis(3-phenylpropoxy)benzaldehyde